C(C)(C)(C)NC[C@H](O)C1=CC(=C(C=C1)O)CO (R)-4-[2-(tert-butylamino)-1-hydroxyethyl]-2-(hydroxymethyl)phenol